C1(\C=C\CCCCC1)O (E)-cycloocta-2-enol